1,3,5-tris-(6-Isocyanatohexyl)biuret N(=C=O)CCCCCCNC(=O)N(C(=O)NCCCCCCN=C=O)CCCCCCN=C=O